4-[(3aR,9bR)-7-[(2-chloro-4,5-difluorophenyl)methoxy]-9b-(4-fluorobenzenesulfonyl)-1H,2H,3H,3aH,4H,5H,9bH-benzo[e]indole-3-carbonyl]-1λ6-thiane-1,1-dione ClC1=C(C=C(C(=C1)F)F)COC1=CC2=C([C@@]3(CCN([C@@H]3CC2)C(=O)C2CCS(CC2)(=O)=O)S(=O)(=O)C2=CC=C(C=C2)F)C=C1